ClCC1=NC(=NS1)C1CC1 5-(chloro-methyl)-3-cyclopropyl-1,2,4-thiadiazole